OC1=C(C(=CC(=C1)O)OCC=1C=C(C=CC1)C)C(=O)N1CCCC1 [2,4-dihydroxy-6-(m-tolylmethoxy)phenyl]-pyrrolidin-1-yl-methanone